ClC1(CC1)[C@](CN1N=CN=C1)(CCCC(C)(Cl)Cl)O (2R)-2-(1-chlorocyclopropyl)-4-[(1S)-2,2-dichloropropyl]-1-(1H-1,2,4-triazol-1-yl)butan-2-ol